CN1N=C2N=CC(=CC2=C1)C1=CC=C2C(=N1)SC(=C2)[C@H](O)C2COC2 (R)-(6-(2-methyl-2H-pyrazolo[3,4-b]pyridin-5-yl)thieno[2,3-b]pyridin-2-yl)(3-oxetanyl)methanol